C(C)(C)OC(CCN1C(N(C(C1(C)C)=O)C=1C=NC(=C(C1)SC)C#N)=S)=O 3-[3-(6-cyano-5-methylthiopyridin-3-yl)-5,5-dimethyl-4-oxo-2-thioxo-imidazolidin-1-yl]propionic acid isopropyl ester